NC1=NN(C2=NC(=CC(=C21)C2=CC=C(C=C2)[N+](=O)[O-])C=2CCN(CC2)C(C(C)C)=O)C (4-(3-amino-1-methyl-4-(4-nitrophenyl)-1H-pyrazolo[3,4-b]pyridin-6-yl)-3,6-dihydropyridin-1(2H)-yl)-2-methylpropan-1-one